C[C@@H]1CN(CCC1)CC=1C=C(C=2N(C(C=CN2)=O)C1)C(F)(F)F 7-(((S)-3-methylpiperidin-1-yl)methyl)-9-trifluoromethyl-4H-pyrido[1,2-a]pyrimidin-4-one